2-(6,6-dioxidooctahydro-1H-thiepino[4,5-c]pyrrole-2-carbonyl)anthracene-9,10-dione O=S1(CCC2CN(CC2CC1)C(=O)C1=CC=2C(C3=CC=CC=C3C(C2C=C1)=O)=O)=O